NC1=C(NC(CNC(OCC2=CC=CC=C2)=O)=O)C=CC(=C1)Br.NCCC[Si](O[Si](C)(C)CCCN)(C)C 1,3-bis(3-aminopropyl)-1,1,3,3-tetramethyl disiloxane Benzyl [2-(2-amino-4-bromoanilino)-2-oxoethyl]carbamate